2-amino-7-fluoro-N-((3-fluoropyridin-2-yl)methyl)-3-(hydroxymethyl)-N-((5-(trifluoromethyl)pyridin-2-yl)methyl)quinoline-6-carboxamide NC1=NC2=CC(=C(C=C2C=C1CO)C(=O)N(CC1=NC=C(C=C1)C(F)(F)F)CC1=NC=CC=C1F)F